FC(C(=O)N1[C@H]2CC(C[C@@H]1CC2)NC2=C1C=CC=NC1=CC(=N2)NC2=NNC(=C2)C)F 2,2-difluoro-1-((1R,3S,5S)-3-((7-((5-methyl-1H-pyrazol-3-yl)amino)-1,6-naphthyridin-5-yl)amino)-8-azabicyclo[3.2.1]oct-8-yl)ethan-1-one